[Na].[Ca].[K] Kalium-Calcium-Natrium